NCC1(CCCCC1)CN Bis-(aminomethyl)cyclohexan